C(C=1N=CC=C(C(=O)O)C1)([2H])([2H])[2H] 6-(methyl-d3)isonicotinic acid